(R)-1-(4'-TertButylphenyl)ethanol C(C)(C)(C)C1=CC=C(C=C1)[C@@H](C)O